C(C)(C)[C@H]1NC2=C(OC1)C(=NC=N2)N2C[C@@H](CC2)NC (R)-1-((R)-7-Isopropyl-7,8-dihydro-6H-pyrimido[5,4-b][1,4]oxazin-4-yl)-N-methylpyrrolidin-3-amine